C1(=CC=CC=C1)C(CNS(=O)(=O)C)NC1=NC=C(C=N1)C1=NOC(=N1)C(F)(F)F N-[2-phenyl-2-[[5-[5-(trifluoromethyl)-1,2,4-oxadiazol-3-yl]pyrimidin-2-yl]amino]ethyl]methanesulfonamide